C(C)(C)C1=CC=C(C=C1)S(=O)(=O)OC1=CC=C(C=C1)NC(NC1=CC=C(C=C1)OS(=O)(=O)C1=CC=C(C=C1)C(C)C)=O bis-[4-(p-isopropylphenylsulphonyloxy)phenyl]urea